NCP(=O)O aminomethyl-hypophosphorous acid